L-tryptophan sodium salt [Na+].N[C@@H](CC1=CNC2=CC=CC=C12)C(=O)[O-]